(R)-4-fluoro-5-methyl-2-(4-((1-methylpiperidin-3-yl)amino)-5,6,7,8-tetrahydrophthalazin-1-yl)phenol FC1=CC(=C(C=C1C)O)C1=NN=C(C=2CCCCC12)N[C@H]1CN(CCC1)C